3-ethyl-1,2,3,5,6,7-hexahydro-s-indacen-4-amine C(C)C1CCC=2C=C3CCCC3=C(C12)N